CSCCN(CCC(C=CC=C)=C)CCSC 1-di-(methylthioethyl)amino-3-methylenehept-4,6-diene